C(C)C1=NC(=NO1)C=1C=C2CC[C@H](C2=CC1)NC(=O)C=1C=NN(C1)C (R)-N-(5-(5-ethyl-1,2,4-oxadiazol-3-yl)-2,3-dihydro-1H-inden-1-yl)-1-methyl-1H-pyrazole-4-carboxamide